O1COC2=C1C=CC(=C2)C2=C1CCCCC1=C(C=C2)OCCCCN2CCN(CC2)C 1-(4-(5-(benzo[d][1,3]dioxol-5-yl)-1,2,3,4-tetrahydronaphthalen-8-yloxy)butyl)-4-methylpiperazine